O.Cl.Cl.C1(CCCCC1)N cyclohexylamine dihydrochloride monohydrate